COCC=1N=CC=2N(C1)N=CN2 6-(methoxymethyl)-[1,2,4]triazolo[1,5-a]pyrazine